C1(CC1)C=1C=CC(=NC1)C=1C=CC(=C(C1)NCC(=O)O)C (5-(5-cyclopropylpyridin-2-yl)-2-methylphenyl)glycine